di(p-chlorophenyl)methylene(cyclopentadienyl)(tetramethyldodecahydrodibenzofluorenyl)zirconium dichloride [Cl-].[Cl-].ClC1=CC=C(C=C1)C(=[Zr+2](C1(C(C(CC2C3C(C4C=5C=CC=CC5CC4=C21)CCCC3)C)(C)C)C)C3C=CC=C3)C3=CC=C(C=C3)Cl